2-(1,4-Dioxaspiro[4.5]decane-8-yl)ethane-1-ol O1CCOC12CCC(CC2)CCO